Biquinolinyldicarboxylic acid N1=C(C(=C(C2=CC=CC=C12)C(=O)O)C(=O)O)C1=NC2=CC=CC=C2C=C1